FC(C1=CC(=C(C(=O)O)C(=C1)OCC1=CC=C(C=C1)OC)O)F 4-(Difluoromethyl)-2-hydroxy-6-((4-methoxybenzyl)oxy)benzoic acid